FC1(CCN(CC1)C=1C=C(N)C=CC1C1=CC=NC=C1)F 3-(4,4-difluoropiperidin-1-yl)-4-(pyridin-4-yl)aniline